[I-].C(C(=C)C)(=O)OC[N+](C)(C)C methacryloyloxymethyl-trimethyl-ammonium iodide